2-(p-tolyl)-[1,2,4]triazolo[1,5-a]pyrimidin-7(4H)-one C1(=CC=C(C=C1)C1=NN2C(NC=CC2=O)=N1)C